8-bromo-3-chloro-6H-isochromeno[4,3-c]pyridine BrC=1C=CC2=C(C1)COC1=C2C=NC(=C1)Cl